ClC=1C=C2C=C(NC2=CC1OCC1=NOC(=C1)C([2H])([2H])[2H])CNC(=O)C1(CC1)C N-((5-chloro-6-((5-(methyl-d3)isoxazol-3-yl)methoxy)-1H-indol-2-yl)methyl)-1-methylcyclopropane-1-carboxamide